FC=1C(=C(C=C(C1)OC(C)C)N1CCN(CC1)CC=1N=NC=CC1)C=1N=NNN1 3-[[4-[3-fluoro-5-isopropoxy-2-(2H-tetrazol-5-yl)phenyl]piperazin-1-yl]methyl]pyridazine